[Na].[Sb] antimony sodium salt